4-(2,6-difluoro-4-nitrophenoxy)-3-iodo-1-{[2-(trimethylsilyl)ethoxy]methyl}-1H-pyrrolo[2,3-b]pyridine FC1=C(OC2=C3C(=NC=C2)N(C=C3I)COCC[Si](C)(C)C)C(=CC(=C1)[N+](=O)[O-])F